6-fluoro-4-(1-((2-methoxyethyl)amino)ethyl)benz[cd]indol-2(1H)-one FC=1C=2C3=C(C(NC3=CC1)=O)C=C(C2)C(C)NCCOC